(8-nitroquinolin-6-yl)methanone [N+](=O)([O-])C=1C=C(C=C2C=CC=NC12)C=O